fluoro-malonate FC(C(=O)[O-])C(=O)[O-]